1-[2-(2,4-dimethoxypyrimidin-5-yl)pyrazolo[3,4-d]pyrimidin-4-yl]pyrrolidin-3-ol COC1=NC=C(C(=N1)OC)N1N=C2N=CN=C(C2=C1)N1CC(CC1)O